Cl.ClC=1C2=CN(N=C2C=CC1C1=CNC2=NC(=CN=C21)N2C[C@@H]([C@@H](CC2)N)F)C (3S,4R)-1-[7-(4-chloro-2-methyl-2H-indazol-5-yl)-5H-pyrrolo[2,3-b]pyrazin-3-yl]-3-fluoropiperidin-4-amine, hydrochloride salt